2-(1H-imidazol-1-yl)-6-methylpyrimidine-4-carboxylic acid N1(C=NC=C1)C1=NC(=CC(=N1)C(=O)O)C